N1N=CC=C1C(=O)[O-] (E)-1H-pyrazole-5-carboxylate